tert-butyl 3-{5-[p-(4-morpholino-1-{[2-(trimethylsilyl)ethoxy]methyl}-1H-1,5,7-triazainden-2-yl)phenylamino]-2-pyrimidinyl}-3,8-diazabicyclo[3.2.1]octane-8-carboxylate O1CCN(CC1)C1=C2C=C(N(C2=NC=N1)COCC[Si](C)(C)C)C1=CC=C(C=C1)NC=1C=NC(=NC1)N1CC2CCC(C1)N2C(=O)OC(C)(C)C